C(C)(=O)N[C@H](C(=O)N1[C@@H](C[C@H](C1)O)C(=O)NCC1=C(C=C(C=C1)C1=C(N=CS1)C)OC1CCNCC1)C(C)C (2S,4r)-1-((S)-2-acetamido-3-methylbutanoyl)-4-hydroxy-N-(4-(4-methylthiazol-5-yl)-2-(piperidin-4-yloxy)benzyl)pyrrolidine-2-carboxamide